CC1=CC2=C(C(=CCCC2(C)C)CS(=O)(=O)C)C=C1 3,5,5-Trimethyl-9-((methylsulfonyl)methyl)-6,7-dihydro-5H-benzo[7]annulene